C(C)(=O)OC1CC(CCC1)OC(C)=O 1,3-diacetoxycyclohexane